ethyl-iso-pentanone C(C)CC(C(C)C)=O